N-((7R)-2-cyano-2-azabicyclo[2.2.1]heptan-7-yl)-4-(3-(phenylthio)pyridin-4-yl)benzamide C(#N)N1C2CCC(C1)[C@H]2NC(C2=CC=C(C=C2)C2=C(C=NC=C2)SC2=CC=CC=C2)=O